4-(4-Amino-7-((2R,3R,4R,5S)-3,4-bis((tert-butyldimethylsilyl)oxy)-5-(mercaptomethyl)tetrahydrofuran-2-yl)-7H-pyrrolo[2,3-d]pyrimidin-5-yl)benzonitrile NC=1C2=C(N=CN1)N(C=C2C2=CC=C(C#N)C=C2)[C@@H]2O[C@@H]([C@H]([C@H]2O[Si](C)(C)C(C)(C)C)O[Si](C)(C)C(C)(C)C)CS